1-(6-methoxy-7-(3-(piperidin-1-yl)propoxy)-2-(pyrrolidin-1-yl)quinazolin-4-yl)piperidin-3-ol COC=1C=C2C(=NC(=NC2=CC1OCCCN1CCCCC1)N1CCCC1)N1CC(CCC1)O